ClC1=CC=C(CN2C3(CN(C3)C3=CN=NC=C3)C(N(CC2=O)C(C)C)=O)C=C1 5-(4-chlorobenzyl)-8-isopropyl-2-(pyridazin-4-yl)-2,5,8-triazaspiro[3.5]-nonane-6,9-dione